(1s,2r) and (1s,2s)-2,6-dimethyl-1-aminoindan C[C@H]1[C@@H](C2=CC(=CC=C2C1)C)N |&1:1|